N-(4-bromo-6-carbamoyl-2,2-difluoro-1,3-benzodioxol-5-yl)-2-(3-chloro-2-pyridyl)-5-(2,2,2-trifluoroethoxy)pyrazole-3-carboxamide BrC1=C(C(=CC=2OC(OC21)(F)F)C(N)=O)NC(=O)C=2N(N=C(C2)OCC(F)(F)F)C2=NC=CC=C2Cl